C1(CC1)NC1=NC=2N(C(C(=NC2C=N1)N1CC2=NN(C=C2C1)C)=O)C1=CC=C(C=C1)OC(F)F 2-(cyclopropylamino)-8-(4-(difluoromethoxy)phenyl)-6-(2-methyl-2,6-dihydropyrrolo[3,4-c]pyrazol-5(4H)-yl)pteridin-7(8H)-one